4-(4-(6-(((1R,4R,5R,6R)-6-fluoro-1,2,4-trimethyl-2-azabicyclo[2.2.1]heptan-5-yl)oxy)pyridazin-3-yl)-3-hydroxyphenyl)-1-methylpyridin-2(1H)-one F[C@H]1[C@@H]([C@]2(CN([C@@]1(C2)C)C)C)OC2=CC=C(N=N2)C2=C(C=C(C=C2)C2=CC(N(C=C2)C)=O)O